1-(3-(4-amino-6-((4-phenoxyphenyl)amino)pyrimidin-5-yl)-5,6-dihydropyridin-1(2H)-yl)prop-2-en-1-one NC1=NC=NC(=C1C=1CN(CCC1)C(C=C)=O)NC1=CC=C(C=C1)OC1=CC=CC=C1